COC1=CC(=CC2=C1C(=NO2)NS(=O)(=O)C2=C(C=CC=C2)OC)CN2N=CC(=C2)C(=O)O 1-((4-methoxy-3-((2-methoxyphenyl)sulfonamido)benzo[d]isoxazol-6-yl)methyl)-1H-pyrazole-4-carboxylic acid